2-(2-chloro-4-methoxyphenyl)-N-{3-sulfamoyl-4-[4-(trifluoromethyl)-1H-pyrazol-1-yl]phenyl}acetamide ClC1=C(C=CC(=C1)OC)CC(=O)NC1=CC(=C(C=C1)N1N=CC(=C1)C(F)(F)F)S(N)(=O)=O